3-(3-hydroxypropyl)-2-oxazolidinone OCCCN1C(OCC1)=O